C(C)N1CC(CCC1)NC=1C=2N(C(=NN1)C1=C(C=C(C=C1)C)O)C=CN2 2-(8-((1-ethylpiperidin-3-yl)amino)imidazo[1,2-d][1,2,4]triazin-5-yl)-5-methylphenol